5-(2-fluoro-6-hydroxy-3-((1-phenylcyclopropyl)ethynyl)phenyl)-1,2,5-thiadiazolidin-3-one 1,1-dioxide FC1=C(C(=CC=C1C#CC1(CC1)C1=CC=CC=C1)O)N1CC(NS1(=O)=O)=O